6-Fluoro-5-(1-(8-isopropyl-8-azabicyclo[3.2.1]octan-3-yl)piperidin-4-yl)-1-methyl-2-(4-(methylsulfonyl)phenyl)-1H-benzo[d]imidazol FC=1C(=CC2=C(N(C(=N2)C2=CC=C(C=C2)S(=O)(=O)C)C)C1)C1CCN(CC1)C1CC2CCC(C1)N2C(C)C